IC1=C(C(=O)N2C=CC3=CC(=CC=C23)Cl)C=CC=C1 N-(o-iodobenzoyl)-5-chloroindole